OC[C@H](N)C\C=C\CCCCCCCCCCCCC 3-deoxysphingosine